(((6-aminopyridin-3-yl)methyl)amino)-4-methyl-N-(4-((4-methylpiperazin-1-yl)methyl)-3-(trifluoromethyl)phenyl)benzamide NC1=CC=C(C=N1)CNC1=C(C(=O)NC2=CC(=C(C=C2)CN2CCN(CC2)C)C(F)(F)F)C=CC(=C1)C